C(C)(C)(C)OC(=O)N1CCC(CC1)C1=NC(=CC=C1)OC 4-(6-Methoxypyridin-2-yl)piperidine-1-carboxylic acid tert-butyl ester